(R)-N-(3-(1-((6-amino-[3,3'-bipyridin]-5-yl)oxy)ethyl)phenyl)-3-cyclopropylbenzamide NC1=C(C=C(C=N1)C=1C=NC=CC1)O[C@H](C)C=1C=C(C=CC1)NC(C1=CC(=CC=C1)C1CC1)=O